1-(chloromethyl)benzoic acid ClCC1(C(=O)O)CC=CC=C1